tert-butyl 7-hydroxy-7-(trifluoromethyl)-2-azaspiro[3.5]nonane-2-carboxylate OC1(CCC2(CN(C2)C(=O)OC(C)(C)C)CC1)C(F)(F)F